COC1=CC=C(C=C1)CCC(=COCCC1=CC=CC=C1)C 1-methoxy-4-(3-methyl-4-phenethoxybut-3-en-1-yl)benzene